CC1=NN(C(=C1)C)C1=CC(=NC(=N1)S(=O)(=O)C)N1CC2(COC2)C1 6-(6-(3,5-dimethyl-1H-pyrazol-1-yl)-2-(methylsulfonyl)pyrimidin-4-yl)-2-oxa-6-azaspiro[3.3]heptane